ethyl-2,4-dichlorobenzylsulfonamide formate C(=O)O.C(C)NS(=O)(=O)CC1=C(C=C(C=C1)Cl)Cl